C[C@@H]1CN(C[C@H]2N1C[C@@H](C2)NC=2N=CC=1CCN[C@@H](C1C2)C)C2=C1C=CC=NC1=C(C=C2)C#N 5-[(4R,7R,8aS)-4-methyl-7-[[(5R)-5-methyl-5,6,7,8-tetrahydro-2,6-naphthyridin-3-yl]amino]-3,4,6,7,8,8a-hexahydro-1H-pyrrolo[1,2-a]pyrazin-2-yl]quinoline-8-carbonitrile